BrC1=CC(=C(O[C@H](C(=O)O)C)C=C1)C=C(F)F (S)-2-[4-bromo-2-(2,2-difluoroethenyl)phenoxy]propionic acid